dimethylaminoethyl-vinylether CN(C)CCOC=C